Methyl furfuryl sulfide C(C1=CC=CO1)SC